tert-Butyl N-[3-methyl-5-[[2-[(2S,5R)-5-methyl-2-(6-methyl-3-pyridyl)-1-piperidyl]-2-oxo-acetyl]-amino]-2-pyridyl]carbamate CC=1C(=NC=C(C1)NC(C(=O)N1[C@@H](CC[C@H](C1)C)C=1C=NC(=CC1)C)=O)NC(OC(C)(C)C)=O